COC1=NN(C=C1[N+](=O)[O-])CCOCCOCCOCCOCCNC(OCC[Si](C)(C)C)=O 2-trimethylsilylethyl N-[2-[2-[2-[2-[2-(3-methoxy-4-nitro-pyrazol-1-yl)ethoxy]ethoxy]ethoxy]ethoxy]ethyl]carbamate